4-methyl-1-[1-methyl-3-(4-methylsulfonylpiperazin-1-yl)propyl]-5-[[2-[6-(2,2,2-trifluoroethyl)quinazolin-4-yl]-2,7-diazaspiro[3.5]nonan-7-yl]methyl]indole-2-carbonitrile CC1=C2C=C(N(C2=CC=C1CN1CCC2(CN(C2)C2=NC=NC3=CC=C(C=C23)CC(F)(F)F)CC1)C(CCN1CCN(CC1)S(=O)(=O)C)C)C#N